The molecule is an aminoglycoside antibiotic produced by Micromonospora rhodorangea. It blocks polypeptide synthesis by inhibiting the elongation step in both prokaryotic and eukaryotic cells. It has a role as an antiinfective agent, an antiparasitic agent, an antiprotozoal drug and a coccidiostat. CC([C@@H]1[C@H]([C@@H]([C@H]([C@H](O1)O[C@@H]2[C@H](C[C@H]([C@@H]([C@H]2O)O[C@@H]3[C@@H]([C@H]([C@@](CO3)(C)O)NC)O)N)N)N)O)O)O